C(C)(=O)OC[C@@H]1[C@H]([C@@H]([C@H]([C@H](OC2=C(C=CC=C2)CC2=CC=C(C=C2)CCOCC2=CC=CC=C2)O1)O)O)O 2-[4-(2-benzyloxyethyl)benzyl]phenyl 6-O-acetyl-β-D-glucopyranoside